CN[C@@H](C(=O)O)CC (R)-2-(methylamino)butanoic acid